(6-hydrazinopyridin-3-yl)methanol N(N)C1=CC=C(C=N1)CO